FC1=C(C(=CC(=C1)C1=NC(=CN=C1)OC)F)N1CCC(CC1)CC(=O)O 2-[1-[2,6-difluoro-4-(6-methoxypyrazin-2-yl)phenyl]-4-piperidinyl]acetic acid